5-(2-fluoro-4-(1-methyl-1H-pyrazol-4-yl)benzyl)-N-((1R,2R)-2-hydroxycyclobutyl)-4-oxo-4,5-dihydrofuro[3,2-c]pyridine-7-carboxamide FC1=C(CN2C(C3=C(C(=C2)C(=O)N[C@H]2[C@@H](CC2)O)OC=C3)=O)C=CC(=C1)C=1C=NN(C1)C